C(C)(C)C1=C(C=NN1COCC[Si](C)(C)C)C1=CC=2N(C=C1)N=C(N2)NC2CCOCC2 7-(5-isopropyl-1-((2-(trimethylsilyl)ethoxy)methyl)-1H-pyrazol-4-yl)-N-(tetrahydro-2H-pyran-4-yl)-[1,2,4]triazolo[1,5-a]pyridin-2-amine